C1(CC1)C1=NC=NC(=C1C1=NC=C2N=C(N(C2=N1)CC1=CC=C(C=C1)C=1N(C=C(N1)C(F)(F)F)C(C)C)C=1OC=CC1)OC 2-(4-cyclopropyl-6-methoxypyrimidin-5-yl)-8-(furan-2-yl)-9-(4-(1-isopropyl-4-(trifluoromethyl)-1H-imidazol-2-yl)benzyl)-9H-purine